tris-trimethylsilyl phosphate tris-ethylsilyl-phosphate tris-t-butyldimethylsilyl-phosphate tris-t-butyldimethylsilyl-phosphite [Si](C)(C)(C(C)(C)C)OP(O[Si](C)(C)C(C)(C)C)O[Si](C)(C)C(C)(C)C.[Si](C)(C)(C(C)(C)C)OP(=O)(O[Si](C)(C)C(C)(C)C)O[Si](C)(C)C(C)(C)C.C(C)[SiH2]OP(=O)(O[SiH2]CC)O[SiH2]CC.P(=O)(O[Si](C)(C)C)(O[Si](C)(C)C)O[Si](C)(C)C